Ethylene glycol iridium [Ir].C(CO)O